C(C=C)N1C(C2=CC=C(C=C2C1(C)C)NC1=NC=C(C(=N1)N[C@H](CO)C1=CC=CC=C1)C1=NC(=NO1)N1CCOCC1)=O (S)-2-allyl-5-((4-((2-hydroxy-1-phenylethyl)amino)-5-(3-morpholino-1,2,4-oxadiazol-5-yl)pyrimidin-2-yl)amino)-3,3-dimethylisoindolin-1-one